The molecule is an amino trisaccharide consisting of a 3-O-sulfo-beta-D-glucuronic acid residue, a D-galactosyl residue and an N-acetyl-D-glucosamine residue (at the reducing end) in a linear sequence. It is an amino trisaccharide, a glucosamine oligosaccharide and an oligosaccharide sulfate. It is a conjugate acid of a beta-D-GlcA3S-(1->3)-beta-D-Gal-(1->4)-D-GlcNAc(2-). CC(=O)N[C@@H]1[C@H]([C@@H]([C@H](OC1O)CO)O[C@H]2[C@@H]([C@H]([C@H]([C@H](O2)CO)O)O[C@H]3[C@@H]([C@H]([C@@H]([C@H](O3)C(=O)O)O)OS(=O)(=O)O)O)O)O